5-(2-(neopentylamino)-7H-pyrrolo[2,3-d]pyrimidin-5-yl)-N-(pyridin-3-yl)pyrazolo[1,5-a]pyridine-3-carboxamide C(C(C)(C)C)NC=1N=CC2=C(N1)NC=C2C2=CC=1N(C=C2)N=CC1C(=O)NC=1C=NC=CC1